2-(3-(2-cyano-2-(6-(trifluoromethoxy)-1H-benzo[d]imidazol-2-yl)vinyl)-2,5-dimethyl-1H-pyrrol-1-yl)-4,5-dimethylfuran-3-carbonitrile C(#N)C(=CC1=C(N(C(=C1)C)C=1OC(=C(C1C#N)C)C)C)C1=NC2=C(N1)C=C(C=C2)OC(F)(F)F